COC1=CC=C(C=C1)C1=C(CN([C@@H](C1)C)C(=O)OC(C)(C)C)C(=O)OC |r| (+/-)-1-tert-Butyl 3-Methyl 4-(4-Methoxyphenyl)-6-methyl-5,6-dihydropyridine-1,3(2H)-dicarboxylate